C(#C)C1=C(C=CC=C1)NC(=O)C=1C(=NC(=NC1)NC1=CC(=C(C=C1)C1CCN(CC1)C)C)OC N-(2-ethynylphenyl)-4-methoxy-2-((3-methyl-4-(1-methylpiperidin-4-yl)phenyl)amino)pyrimidine-5-carboxamide